C(CC(C)C)C(CO)(CO)CCC(C)C 2,2-diisoamyl-1,3-propanediol